6-(4-((3-ethyl-2,4-dioxo-1,2,3,4-tetrahydroquinazolin-7-yl)methyl)piperazin-1-yl)-N,5-dimethylpyridazine-3-carboxamide C(C)N1C(NC2=CC(=CC=C2C1=O)CN1CCN(CC1)C1=C(C=C(N=N1)C(=O)NC)C)=O